O1CCN(CC1)CC1=CC=C(C(=O)N2CCC3(C(C3)CNC(=O)C3=CC=4C(=CN=CC4)O3)CC2)C=C1 N-[[6-[4-(morpholinomethyl)benzoyl]-6-azaspiro[2.5]octan-2-yl]methyl]furo[2,3-c]pyridine-2-carboxamide